FC1=C(C(=CC=C1)OC)[N+](=O)[O-] 1-fluoro-3-methoxy-2-nitro-benzene